dibenzofuranyl-(phenyl)(carbazolylterphenylyl)(dibenzofuranyl)triazine C1(=CC=CC=2OC3=C(C21)C=CC=C3)N3NN=C(C(=C3C3=CC=CC=C3)C3=C(C=CC=C3C3=CC=CC=2C1=CC=CC=C1NC32)C=3C(=CC=CC3)C3=CC=CC=C3)C3=CC=CC=2OC1=C(C23)C=CC=C1